BrC=1C=C(C=C2C=C(N(C12)C(=O)OC(C)(C)C)B(O)O)OC(C)C (7-Bromo-1-(tert-butoxycarbonyl)-5-isopropoxy-1H-indol-2-yl)boronic acid